CC1CCC(N(C1)C(C(=O)O)=O)C=1C=CC2=C3N(N=C2C1)CCN(C3=O)C 2-(5-methyl-2-(2-methyl-1-oxo-1,2,3,4-tetrahydropyrazino[1,2-b]indazol-8-yl)piperidin-1-yl)-2-oxoacetic acid